2-(6-(2-(4-methylbenzylidene)hydrazinyl)-2-morpholino-9H-purin-9-yl)-1-(pyridin-2-yl)ethane-1-on CC1=CC=C(C=NNC2=C3N=CN(C3=NC(=N2)N2CCOCC2)CC(=O)C2=NC=CC=C2)C=C1